[Ti].[Au] Gold-titanium